CC1(OB(OC1(C)C)C=1C=CC=C(C#N)C1)C 5-(4,4,5,5-tetramethyl-1,3,2-dioxaborolan-2-yl)benzonitrile